S(CCC(C(=O)O)CC1=CC(=C(C(=C1)C(C)(C)C)O)C(C)(C)C)CCC(C(=O)O)CC1=CC(=C(C(=C1)C(C)(C)C)O)C(C)(C)C.C(C(=C)C)(=O)OCC[Si](OC)(OC)OC methacryloyloxyethyl-trimethoxysilane Thiodiethylenebis[3-(3,5-di-tert.-butyl-4-hydroxy-phenyl)propionate]